BrC1=CC(=C(C(=C1)[N+](=O)[O-])NC1CC(C1)(O)C)C(F)F (cis)-3-((4-bromo-2-(difluoromethyl)-6-nitrophenyl)amino)-1-methylcyclobutan-1-ol